3-(benzyloxy)-4-bromothiophene-2-carboxylic acid C(C1=CC=CC=C1)OC1=C(SC=C1Br)C(=O)O